N-(1-(3-(2-(2-chloroacetyl)hydrazine-1-carbonyl)pyrazin-2-yl)ethyl)-N-(3,4-dimethylbenzyl)-3,5-bis(trifluoromethyl)benzamide ClCC(=O)NNC(=O)C=1C(=NC=CN1)C(C)N(C(C1=CC(=CC(=C1)C(F)(F)F)C(F)(F)F)=O)CC1=CC(=C(C=C1)C)C